BrC1(CN=CC=C1)[C@@H](CCC(=C)C)N[S@@](=O)C(C)(C)C (S)-N-((R)-1-(3-bromopyridin-3-yl)-4-methylpent-4-en-1-yl)-2-methylpropane-2-sulfinamide